C(C)(C)(C)OC(=O)N1CCC(CC1)=O tert-butyl-4-oxopiperidine-1-carboxylate